12-methyl-10-[(7-methyl-1H-indazol-5-yl)methyl]-17-oxa-9,12,23,25-tetrazapentacyclo[19.5.2.11,4.13,7.024,27]triaconta-3,5,7(29),19,21(28),22,24(27)-heptaene-8,11,26-trione CN1C(C(NC(C=2C=CC3=C(CC4(C(NC=5N=CC(C=CCOCCCC1)=CC45)=O)C3)C2)=O)CC=2C=C3C=NNC3=C(C2)C)=O